C(C1=CC=CC=C1)(C1=CC=CC=C1)N1CCC(CC1)SC=1C=C2CN(C(C2=CC1)=O)C1C(NC(CC1)=O)=O 3-(5-((1-benzhydryl-piperidin-4-yl)thio)-1-oxoisoindolin-2-yl)piperidine-2,6-dione